(S)-4-(5-(3-cyano-6-(2-hydroxybutoxy)pyrazolo[1,5-a]pyridin-4-yl)pyridin-2-yl)-N-isobutylpiperazine-1-carboxamide C(#N)C=1C=NN2C1C(=CC(=C2)OC[C@H](CC)O)C=2C=CC(=NC2)N2CCN(CC2)C(=O)NCC(C)C